n-propyl 3,4-dicarboxy-α-cyanocinnamate C(=O)(O)C=1C=C(C=C(C(=O)OCCC)C#N)C=CC1C(=O)O